FC1=C(C=CC(=C1)OC)N=S(=O)(C1=CC=C(C=C1)C1=NOC(=N1)C(F)(F)F)C ((2-fluoro-4-methoxyphenyl)imino)(methyl)(4-(5-(trifluoromethyl)-1,2,4-oxadiazol-3-yl)phenyl)-λ6-sulfanone